(6-fluoro-3-methyl-1H-indazol-1-yl)-N-(3-(2-hydroxypropan-2-yl)bicyclo[1.1.1]pentan-1-yl)pyrimidine-5-carboxamide FC1=CC=C2C(=NN(C2=C1)C1=NC=C(C=N1)C(=O)NC12CC(C1)(C2)C(C)(C)O)C